CN1N=CC(=C1)C1=NN=C(O1)C(=O)N1[C@@H](C2=C(CC1)NC=N2)C2=NN1C(C(=CC=C1)OC(F)(F)F)=C2 (S)-(5-(1-methyl-1H-pyrazol-4-yl)-1,3,4-oxadiazol-2-yl)(4-(4-(trifluoromethoxy)pyrazolo[1,5-a]pyridin-2-yl)-6,7-dihydro-1H-imidazo[4,5-c]pyridin-5(4H)-yl)methanone